N1C(=NC=2C=NC=CC21)C=2C=C(C=CC2)NC2=CC=C(C=C2)C=2N=NC=CC2 N-(3-{1H-imidazolo[4,5-c]pyridin-2-yl}phenyl)-4-(pyridazin-3-yl)aniline